C(CC)OC(C=C[Si](CC=C)(CC=C)CC=C)=O 3-(triallylsilyl)acrylic acid propyl ester